5-(2-fluoro-6-hydroxy-3-(1-isobutyl-1H-pyrazol-4-yl)phenyl)-1,2,5-thiadiazolidin-3-one 1,1-dioxide FC1=C(C(=CC=C1C=1C=NN(C1)CC(C)C)O)N1CC(NS1(=O)=O)=O